4-(di-tert-butylphosphono)-N,N-dimethylaniline C(C)(C)(C)OP(=O)(OC(C)(C)C)C1=CC=C(N(C)C)C=C1